2-(dibenzo[b,d]furan-yl)-4,4,5,5-tetramethyl-1,3,2-dioxaborolan C1(=CC=CC=2OC3=C(C21)C=CC=C3)B3OC(C(O3)(C)C)(C)C